CC1(OB(OC1(C)C)C1=CC=2N(C=C1)C=CN2)C 7-(4,4,5,5-tetramethyl-1,3,2-dioxaborolan-2-yl)imidazo[1,2-a]pyridine